(3R)-2-{[5-Methyl-2-(pyrimidin-2-yl)phenyl]carbonyl}-3-({[5-(trifluoromethyl)pyridin-2-yl]oxy}methyl)-2-azabicyclo[3.1.1]heptan CC=1C=CC(=C(C1)C(=O)N1C2CC(C[C@@H]1COC1=NC=C(C=C1)C(F)(F)F)C2)C2=NC=CC=N2